BrC=1C=C2C(=NC1)C=1NC=C(C(C1N2)=O)C(=O)OCC ethyl 7-bromo-4-oxo-4,5-dihydro-1H-pyrrolo[3,2-b:4,5-b']dipyridine-3-carboxylate